COC1=CC=C(C=C1)N1N=NC(=C1)CO[C@@H]([C@@](CN1N=CN=C1)(O)C1=C(C=C(C=C1)F)F)C (2R,3R)-3-((1-(4-methoxyphenyl)-1H-1,2,3-triazol-4-yl)-methoxy)-2-(2,4-difluorophenyl)-1-(1H-1,2,4-triazol-1-yl)butan-2-ol